N[C@H]1[C@@H](C2=C(N(C1=O)CC)N(N=C2C)C2=CC=CC=C2)C2=CC(=CC=C2)[N+](=O)[O-] |r| rac-(4R,5S)-5-amino-7-ethyl-3-methyl-4-(3-nitrophenyl)-1-phenyl-1,4,5,7-tetrahydro-6H-pyrazolo[3,4-b]pyridin-6-one